barium cerium-barium [Ba].[Ce].[Ba]